CN1N=C2C(=C(C(=CC2=C1)C1=NC2=NC=C(C(=C2C=C1)C(F)(F)F)N1CCNCC1)O)C 2,7-dimethyl-5-[6-(piperazin-1-yl)-5-(trifluoromethyl)-1,8-naphthyridin-2-yl]indazol-6-ol